C1(CC1)C1=C(C(=NO1)C1=C(C=NC=C1Cl)Cl)COC12CCC(CC1)(CC2)C#CC2=CC=C1C=CNC1=C2 6-((4-((5-Cyclopropyl-3-(3,5-dichloropyridin-4-yl)isoxazol-4-yl)methoxy)bicyclo[2.2.2]octan-1-yl)ethynyl)-1H-indol